N1=CC=C(C=C1)C=1C=CC2=C(C(NC3=C(O2)C=CC(=C3)OC(F)(F)F)=O)C1 2-(Pyridin-4-yl)-8-(trifluoromethoxyl)dibenzo[b,f][1,4]oxazepin-11(10H)-one